pyridine-3-acetamide N1=CC(=CC=C1)CC(=O)N